Methyl 5-((4-(3-((2-((1S)-1-((tetrahydro-2H-pyran-2-yl)oxy)ethyl)-1H-imidazol-1-yl)methyl)isoxazol-5-yl)phenyl)ethynyl)picolinate O1C(CCCC1)O[C@@H](C)C=1N(C=CN1)CC1=NOC(=C1)C1=CC=C(C=C1)C#CC=1C=CC(=NC1)C(=O)OC